NC1=NC=C(C2=C1C(=NN2C)C2=CC(=C(C=C2)NS(=O)(=O)C(F)F)O[C@@H](C)C2=CC=C(C=C2)F)C=2C=NN(C2)C2CNC2 (S)-N-(4-(4-amino-7-(1-(azetidin-3-yl)-1H-pyrazol-4-yl)-1-methyl-1H-pyrazolo[4,3-c]pyridin-3-yl)-2-(1-(4-fluorophenyl)ethoxy)phenyl)-1,1-difluoromethane-sulfonamide